(S)-N-(4-bromo-2,5-difluorophenyl)-6-(methoxy-d3)-1-tosyl-6-(trifluoromethyl)-4,5,6,7-tetrahydro-1H-indole-3-sulfonamide BrC1=CC(=C(C=C1F)NS(=O)(=O)C1=CN(C=2C[C@@](CCC12)(C(F)(F)F)OC([2H])([2H])[2H])S(=O)(=O)C1=CC=C(C)C=C1)F